racemic-(Z)-3-((5-(bicyclo[1.1.1]pentan-1-yl)-3-butyl-2-methyl-7-(methylthio)-1,1-dioxido-2,3,4,5-tetrahydrobenzo[f][1,2,5]thiadiazepin-8-yl)oxy)-2-fluoroacrylic acid C12(CC(C1)C2)N2CC(N(S(C1=C2C=C(C(=C1)O\C=C(\C(=O)O)/F)SC)(=O)=O)C)CCCC